2-Chloro-4-((1,5-dimethyl-4-oxo-4,5-dihydro-1H-pyrrolo[3,2-c]pyridin-3-yl)amino)-N-methylpyrimidine-5-carboxamide ClC1=NC=C(C(=N1)NC1=CN(C2=C1C(N(C=C2)C)=O)C)C(=O)NC